C(C)N(C(CC(C)=O)=O)CC N,N-diethyl-3-oxobutanamide